N1C[C@@H](CCC1)CNC=1C=C(C=CC1)C1C(NC(CC1)=O)=O 3-(3-((((R)-piperidin-3-yl)methyl)amino)phenyl)piperidine-2,6-dione